4,4,4-Trifluoro-3,3-dimethyl-butanenitrile FC(C(CC#N)(C)C)(F)F